CC(C(=O)OC)(CCOCC=O)C methyl 2,2-dimethyl-4-(2-oxoethoxy)butanoate